(S)-N-{(S)-1-[2-(6-Bromobenzo[d]isoxazol-3-yl)phenyl]-2-(6-methylpyridine-2-yl)ethyl}-2-methylpropane-2-sulfinamide BrC1=CC2=C(C(=NO2)C2=C(C=CC=C2)[C@H](CC2=NC(=CC=C2)C)N[S@@](=O)C(C)(C)C)C=C1